1-(4-(5-ethoxy-4H-1,2,4-triazol-3-yl)benzyl)-4-(ethoxymethyl)-4-phenethylpiperidine C(C)OC=1NC(=NN1)C1=CC=C(CN2CCC(CC2)(CCC2=CC=CC=C2)COCC)C=C1